4-(7-(4-bromo-3-(trifluoromethyl)benzoyl)-2-((S)-1-isopropylpyrrolidin-2-yl)-6-methyl-4-oxo-5,6,7,8-tetrahydropyrido[3,4-d]pyrimidin-3(4H)-yl)-N-methylbenzamide BrC1=C(C=C(C(=O)N2CC=3N=C(N(C(C3CC2C)=O)C2=CC=C(C(=O)NC)C=C2)[C@H]2N(CCC2)C(C)C)C=C1)C(F)(F)F